N\C(=C/C(=O)OCC1CC1)\C Cyclopropylmethyl (Z)-3-aminobut-2-enoate